1-(3-amino-5-chloropyridin-2-yl)-4-methylpiperidin-4-ol NC=1C(=NC=C(C1)Cl)N1CCC(CC1)(O)C